CN(C)CC1=CC(=C(C(=O)OC)C=C1[N+](=O)[O-])F methyl 4-[(dimethylamino)methyl]-2-fluoro-5-nitro-benzoate